(2-chlorophenyl)methanesulfonyl chloride ClC1=C(C=CC=C1)CS(=O)(=O)Cl